6-(4-fluoro-3-(trifluoromethyl)benzylamino)-9-β-D-arabinofuranosylpurine FC1=C(C=C(CNC2=C3N=CN(C3=NC=N2)[C@H]2[C@@H](O)[C@H](O)[C@H](O2)CO)C=C1)C(F)(F)F